5-Amino-3-[4-[2-[[3-(3,3-difluorocyclopentyl)isoxazol-5-yl]amino]-2-oxo-ethyl]phenyl]-1-isopropyl-pyrazole-4-carboxamide NC1=C(C(=NN1C(C)C)C1=CC=C(C=C1)CC(=O)NC1=CC(=NO1)C1CC(CC1)(F)F)C(=O)N